ClC1=C(CCl)C=C(C=N1)OC(C)C 2-chloro-5-isopropoxynicotinyl chloride